tricosaldehyde C(CCCCCCCCCCCCCCCCCCCCCC)=O